2-(2-((5-(1-aminoisoquinolin-7-yl)-1'-(isobutoxycarbonyl)-2,3-dihydrospiro[indene-1,4'-piperidin]-3-yl)oxy)-6-methylphenyl)acetic acid NC1=NC=CC2=CC=C(C=C12)C=1C=C2C(CC3(CCN(CC3)C(=O)OCC(C)C)C2=CC1)OC1=C(C(=CC=C1)C)CC(=O)O